CN1C2=C(OCC1)N=CC(=C2)S(=O)(=O)N2CCC1(C[C@H](CO1)NC[C@@H](COC1=CC(=CC=C1)S(=O)(=O)C)O)CC2 (S)-1-((R)-8-(1-methyl-2,3-dihydro-1H-pyrido[2,3-b][1,4]oxazin-7-ylsulfonyl)-1-oxa-8-azaspiro[4.5]decan-3-ylamino)-3-(3-(methylsulfonyl)phenoxy)propan-2-ol